O=C(CCC1=CC=C(C=C1)CC#N)C 2-[4-(3-oxo-butyl)-phenyl]-acetonitrile